lead octenate C(C=CCCCCC)(=O)[O-].[Pb+2].C(C=CCCCCC)(=O)[O-]